5-chloro-2-[2-[3-(difluoromethyl)-5-isoxazolyl]-3-chlorophenoxy]-pyrimidine ClC=1C=NC(=NC1)OC1=C(C(=CC=C1)Cl)C1=CC(=NO1)C(F)F